ClC1=CSC2=C1OCC(C2)N(C(OC(C)(C)C)=O)CC2=C(C=C(C=C2)OC)OC tert-butyl N-(3-chloro-6,7-dihydro-5H-thieno[3,2-b]pyran-6-yl)-N-[(2,4-dimethoxyphenyl)methyl]carbamate